C(C)OC(C1=C(C=C(C(=C1)Br)F)CBr)=O.O1N=C(N=C1)C1NCC(N(C1)C(=O)N)C=1C=NC=CC1 5-(1,2,4-oxadiazolyl)(3-pyridinyl)piperazine-1-carboxamide Ethyl-5-bromo-2-(bromomethyl)-4-fluorobenzoate